C(C)(=O)OC1C(OC(C(C1OC(C)=O)OC(C)=O)OC1=CC=C(C=C1)CO)C(=O)[O-] 3,4,5-triacetoxy-6-[4-(hydroxymethyl)phenoxy]tetrahydropyran-2-carboxylate